NC1=C(C=C(C=C1)NC(C(CN1N=CC(=C1)C#N)(C)O)=O)C(F)(F)F N-(4-amino-3-(trifluoromethyl)phenyl)-3-(4-cyano-1H-pyrazol-1-yl)-2-hydroxy-2-methylpropanamide